S1C=NC=2NC(CCC21)=O 6,7-dihydrothiazolo[4,5-b]pyridin-5(4H)-one